COC=1C(=CC2=C(N=C(S2)/C=C/C=C/C2=CC=C(NC(CC=C)CC=C)C=C2)C1)OC 4-((1E,3E)-4-(5,6-dimethoxybenzo[d]thiazole-2-yl)buta-1,3-dienyl)-N-(hepta-1,6-diene-4-yl)aniline